FC(C=1C=CC2=C(OC3=C2C=CC(=C3F)CCC)C1F)(OC1=CC(=C(C(=C1)F)F)F)F 3-[Difluoro-(3,4,5-trifluorophenoxy)methyl]-4,6-difluoro-7-propyl-dibenzofuran